FC12CC(C1)(C2)CNCC=2NC1=CC(=CC=C1C2)CNC(=O)C=2N=C1N(C(C2)=O)C=CS1 N-[(2-{[({3-fluorobicyclo[1.1.1]pentan-1-yl}methyl)amino]methyl}-1H-indol-6-yl)methyl]-5-oxo-5H-[1,3]thiazolo[3,2-a]pyrimidine-7-carboxamide